C(C1=CC=CC=C1)OC1=C(C(=C2C=CC(=CC2=C1)C=1C=NN(C1)CCN1CCC(CC1)C1=CC=C2C(=NN(C2=C1)C)C1C(NC(CC1)=O)=O)F)N1S(NC(C1)=O)(=O)=O 3-[6-[1-[2-[4-[7-benzyloxy-5-fluoro-6-(1,1,4-trioxo-1,2,5-thiadiazolidin-2-yl)-2-naphthyl]pyrazol-1-yl]ethyl]-4-piperidyl]-1-methyl-indazol-3-yl]piperidine-2,6-dione